ClC=1C=C(C=CC1Cl)C(=O)N[C@H](C(=O)O)CC(C)C (2S)-2-[(3,4-dichlorophenyl)formamido]-4-methylpentanoic acid